Di-n-butyladipat C(CCC)OC(CCCCC(=O)OCCCC)=O